C1(=CC=CC=C1)[C@@H]1N=C(OC1)C1=NC(=CC=C1)C1=CC=CC=C1 (S)-4-phenyl-2-(6-phenylpyridin-2-yl)-4,5-dihydro-oxazol